C(C)(C)(C)NCC1N(C1)C(=O)C=1C=C(C(=NC1)C)NC(=O)C=1C=NN2C1SC(=C2)C2=C1C=NN(C1=CC=C2)C N-(5-(2-((tert-butylamino)methyl)aziridine-1-carbonyl)-2-methylpyridin-3-yl)-2-(1-methyl-1H-indazol-4-yl)pyrazolo[5,1-b]thiazole-7-carboxamide